C(C)(C)(C)OC(=O)N[C@H](CC1=C(C=2N=NC=C(C2S1)N(C(OC(C)(C)C)=O)CC=1SC=CC1)C)CCO tert-butyl N-{6-[(2S)-2-[(tert-butoxycarbonyl)amino]-4-hydroxybutyl]-7-methylthieno[3,2-c]pyridazin-4-yl}-N-(thiophen-2-ylmethyl)carbamate